4-amino-N-((6-(2-hydroxypropan-2-yl)pyridin-3-yl)methyl)-1-methyl-N-(2-oxopiperidin-1-yl)-1H-pyrazolo[4,3-c]quinoline-8-carboxamide NC1=NC=2C=CC(=CC2C2=C1C=NN2C)C(=O)N(N2C(CCCC2)=O)CC=2C=NC(=CC2)C(C)(C)O